COC([C@@H]1N(S(OC1)(=O)=O)C(=O)OC(C)(C)C)([2H])[2H] tert-butyl (S)-4-(methoxymethyl-d2)-1,2,3-oxathiazolidine-3-carboxylate 2,2-dioxide